N-((1S,2R)-2-amino-1,2-bis(4-chlorophenyl)ethyl)-4-(tert-butyl)-2-ethoxybenzamide N[C@@H]([C@H](C1=CC=C(C=C1)Cl)NC(C1=C(C=C(C=C1)C(C)(C)C)OCC)=O)C1=CC=C(C=C1)Cl